bis(phenol) disodium salt [Na].[Na].C1(=CC=CC=C1)O.C1(=CC=CC=C1)O